N,N-diethylaminotrimethyl-silane C(C)N(CC)[Si](C)(C)C